C(C)C(C(=O)[O-])CCCC.[Ca+2].C(C)C(C(=O)[O-])CCCC calcium 2-ethylhexanoate